N-{[4-(furan-2-yl)phenyl]methyl}-6-methyl-1-(2-methylpropanoyl)-4-[(2,3,5,6-tetrafluorophenyl)methyl]piperazine-2-carboxamide O1C(=CC=C1)C1=CC=C(C=C1)CNC(=O)C1N(C(CN(C1)CC1=C(C(=CC(=C1F)F)F)F)C)C(C(C)C)=O